(1R,1S)-3-amino-4-hydroxy-1-(5-thiazolyl)-5-trifluoromethylpyridine-carbonitrile NC=1C(N(C=C(C1O)C(F)(F)F)C1=CN=CS1)C#N